4-[([7-propanamidothieno[3,2-d]pyrimidin-4-yl]amino)-methyl]phenylboronic acid C(CC)(=O)NC1=CSC2=C1N=CN=C2NCC2=CC=C(C=C2)B(O)O